FC1CN(C2C1N(OC2)C(=O)OCC2C1=CC=CC=C1C=1C=CC=CC21)C(=O)OC(C)(C)C 1-((9H-fluoren-9-yl) methyl) 4-tert-butyl 6-fluorotetrahydro-1H-pyrrolo[3,2-c]isoxazole-1,4(5H)-dicarboxylate